CC(C)=CCC 2,4-dimethyl-2-butene